3,6-dichlorogentisic acid ClC1=C(C(C(=O)O)=C(C(=C1)O)Cl)O